N,N'-diphenyl-4,4'-diaminobiphenyl C1(=CC=CC=C1)NC1=CC=C(C=C1)C1=CC=C(C=C1)NC1=CC=CC=C1